2-(ethoxyethoxy)ethanol C(C)OCCOCCO